BrC=1C=C2C(NC(N(C2=CC1C(F)(F)F)C1=CC=CC=C1)=O)=O 6-Bromo-1-phenyl-7-(trifluoromethyl)quinazoline-2,4(1H,3H)-dione